COC=1C=C(C=C(C1)OC)/C=C(/C(=O)O)\C1=CC(=C(C(=C1)OC)OC)OC (E)-3-(3,5-dimethoxyphenyl)-2-(3,4,5-trimethoxyphenyl)acrylic acid